OC1=CC(=C(C(=C1)C)CCC(C)=O)C 4-(4-hydroxy-2,6-dimethylphenyl)butan-2-one